7-(1-(piperidin-4-yl)-1H-pyrazol-4-yl)-4-(m-tolyloxy)quinazoline N1CCC(CC1)N1N=CC(=C1)C1=CC=C2C(=NC=NC2=C1)OC=1C=C(C=CC1)C